COC(C1CCN(CC1)C1=CC=C(C=C1)[C@H]1C=2C=CC(=CC2CCC1)O)OC (S)-5-(4-(4-(dimethoxymethyl)piperidin-1-yl)phenyl)-5,6,7,8-tetrahydronaphthalen-2-ol